1-(2,5-dimethoxy-4-methylphenyl)-2-aminobutane COC1=C(C=C(C(=C1)C)OC)CC(CC)N